tert-butyl ((1R,2S)-2-(5-(4-methyl-2-phenoxypyrimidin-5-yl)-4-oxo-4,5-dihydro-3H-1-thia-3,5,8-triazaacenaphthylene-2-carboxamido)cyclopentyl)carbamate CC1=NC(=NC=C1N1C(NC2=C(SC=3N=CC=C1C32)C(=O)N[C@@H]3[C@@H](CCC3)NC(OC(C)(C)C)=O)=O)OC3=CC=CC=C3